2-Fluorophenylboronic acid pinacol ester FC1=C(C=CC=C1)B1OC(C)(C)C(C)(C)O1